1-(3-(5-Amino-2-chloro-4-fluoro-3-methylbenzamido)-2-methyl-4-(4-methylpiperazin-1-yl)phenyl)-N-(2-morpholinoethyl)-1H-1,2,3-triazole-4-carboxamide NC=1C(=C(C(=C(C(=O)NC=2C(=C(C=CC2N2CCN(CC2)C)N2N=NC(=C2)C(=O)NCCN2CCOCC2)C)C1)Cl)C)F